2-[[6-[3-[1-[3-(azetidin-1-yl)cyclobutyl]pyrazol-4-yl]-5-chloro-quinoxalin-6-yl]oxy-2-methyl-benzimidazol-1-yl]methoxy]ethyl-trimethyl-silane N1(CCC1)C1CC(C1)N1N=CC(=C1)C=1C=NC2=CC=C(C(=C2N1)Cl)OC=1C=CC2=C(N(C(=N2)C)COCC[Si](C)(C)C)C1